5-(2-(pyrrol-1-yl)ethyl)-3,5-dihydro-1H-imidazo[4,5-c]quinoline-2,4-dione N1(C=CC=C1)CCN1C(C2=C(C=3C=CC=CC13)NC(N2)=O)=O